C[C@H]1N(CCOC1)C1=NC2=C(N=CC=C2C(=C1)C1=C(C=NN1)C)C1=CC=NN1C1OCCCC1 2-[(3R)-3-methylmorpholin-4-yl]-4-(4-methyl-1H-pyrazol-5-yl)-8-[1-(tetrahydro-2H-pyran-2-yl)-1H-pyrazol-5-yl]-1,7-naphthyridine